methyl 2-(methylsulfonylmethyl)pyridine-4-carboxylate CS(=O)(=O)CC1=NC=CC(=C1)C(=O)OC